acetone-semicarbazone CC(C)=NNC(=O)N